8-(benzyloxy)-2-naphthoic acid C(C1=CC=CC=C1)OC=1C=CC=C2C=CC(=CC12)C(=O)O